C(C1=C(C(=CC(=C1)C)C(C)(C)C)O)C1=C(C(=CC(=C1)C)C(C)(C)C)O 2,2'-Methylen-bis-(6-tert.-butyl-4-methylphenol)